(3-aminopropyl)-3-(4-(2-(methylamino)propyl)phenyl)acrylamide dihydrochloride Cl.Cl.NCCCC(C(=O)N)=CC1=CC=C(C=C1)CC(C)NC